2-amino-5-chloro-6-(trifluoromethyl)nicotinamide (1S,3S)-methyl-3-((2-chloro-4-cyanopyrimidin-5-yl)oxy)cyclohexanecarboxylate COC(=O)[C@@H]1C[C@H](CCC1)OC=1C(=NC(=NC1)Cl)C#N.NC1=C(C(=O)N)C=C(C(=N1)C(F)(F)F)Cl